CC=1NC(=C(C(C1C(=O)OC)C1=C(C=CC=C1)Br)C(=O)OC)C Dimethyl 2,6-dimethyl-4-(2-bromophenyl)-1,4-dihydropyridine-3,5-dicarboxylate